((1S,2R,3R,4R)-1-(aminomethyl)-2,3-dihydroxy-6,8-dioxabicyclo[3.2.1]oct-4-yl)oxazolidine-2,4-dione NC[C@@]12[C@@H]([C@@H]([C@H](C(OC1)O2)N2C(OCC2=O)=O)O)O